C(C)(C)(C)OC(N[C@@H](CCC(N)=O)C(N[C@H](C)C1=CC=C(C=C1)S(=O)(=O)C)=O)=O.BrCC(=O)C=1C=NC(=CC1)OC 2-bromo-1-(6-methoxypyridin-3-yl)ethan-1-one Tert-butyl-N-[(1S)-3-carbamoyl-1-[[(1R)-1-(4-methanesulfonylphenyl)ethyl]carbamoyl]propyl]carbamate